C(=CCC)OP(O)(=O)C1=CC=CC=C1 phenylphosphonic acid (1-butenyl) ester